Cl.NC1=NC=CC(=N1)C1=C(N=C(S1)C1CCN(CC1)C(=O)C1CCNCC1)C=1C(=C(C=CC1)C(CC)S(=O)(=O)N)F {3-[5-(2-aminopyrimidin-4-yl)-2-[1-(piperidine-4-carbonyl)piperidin-4-yl]-1,3-thiazol-4-yl]-2-fluorophenyl}propane-1-sulfonamide hydrochloride salt